O1C(COCC1)C(=O)N1CC2(C1)CC(C2)N2N=CC(=C2C(=O)NC2=NC=C(C=C2C)C#CC2=CC=C(C=C2)F)Cl 1-(2-(1,4-dioxane-2-carbonyl)-2-azaspiro[3.3]heptan-6-yl)-4-chloro-N-(5-((4-fluorophenyl)ethynyl)-3-methylpyridin-2-yl)-1H-pyrazole-5-carboxamide